N1CCC(CC1)C1=CC=C(C=C1)C=1N=CNC1C1=CC=C(C=C1)C1CCNCC1 4,5-bis(4-(piperidin-4-yl)phenyl)imidazole